tert-Butyl N-(2-{[5-(4-chlorophenyl)furan-2-yl]formamido}ethyl)carbamate ClC1=CC=C(C=C1)C1=CC=C(O1)C(=O)NCCNC(OC(C)(C)C)=O